6-isocyano-3,4-diphenylisoquinolin-1(2H)-one [N+](#[C-])C=1C=C2C(=C(NC(C2=CC1)=O)C1=CC=CC=C1)C1=CC=CC=C1